ClC=1N=C(C2=C(N1)C=NN2CCC(=O)O)OC 3-(5-chloro-7-methoxy-pyrazolo[4,3-d]pyrimidin-1-yl)propanoic acid